Cl.FC1([C@@H](C[C@@H](CC1)N)C)F |r| (1RS,3RS)-4,4-Difluoro-3-methylcyclohexanamine hydrochloride